PYRIDIN-2,4-DION N1C(CC(C=C1)=O)=O